(R)-2-amino-2-(1-methylcyclobutyl)ethanol N[C@@H](CO)C1(CCC1)C